(2S,3S)-4-azido-1-((dimethoxyphosphoryl)oxy)-3-(stearoyloxy)butan-2-yl oleate C(CCCCCCC\C=C/CCCCCCCC)(=O)O[C@@H](COP(=O)(OC)OC)[C@H](CN=[N+]=[N-])OC(CCCCCCCCCCCCCCCCC)=O